N,N-dimethyl-p-methoxybenzenesulfonamide CN(S(=O)(=O)C1=CC=C(C=C1)OC)C